CC1=CC(=NC2=CC=C(C=C12)C)N/N=C(\C)/C1=NC=CC=C1 4,6-dimethyl-N-[(E)-1-pyridin-2-ylethylideneamino]quinolin-2-amine